carbon carbonyl alcohol C(=O)(O)O.[C]